(R)-2-(4-((1-ethylpiperidin-3-yl)amino)pyrrolo[1,2-d][1,2,4]triazin-1-yl)-3,5-dimethylphenol C(C)N1C[C@@H](CCC1)NC1=NN=C(C=2N1C=CC2)C2=C(C=C(C=C2C)C)O